ClC=1C=C(CNCCCCOCCNC2=NC3=C(C4=CN=CC=C24)C=CC(=C3)C(=O)N)C=CC1 5-((2-(4-((3-chlorobenzyl)amino)butoxy)ethyl)amino)benzo[c][2,6]naphthyridine-8-carboxamide